2-Methyl-N-(3-((4-methylpiperazin-1-yl)methyl)-1,2,4-thiadiazol-5-yl)-5-(3-(trifluoro-methyl)phenyl)thiophene-3-carboxamide CC=1SC(=CC1C(=O)NC1=NC(=NS1)CN1CCN(CC1)C)C1=CC(=CC=C1)C(F)(F)F